OCCOC1=CC(=NC=C1)C=1N=C(C2=C(N1)CCC2)N(CC(=O)NC=2N=NC(=CC2)OC)C 2-({2-[4-(2-hydroxyethoxy)pyridin-2-yl]-5H,6H,7H-cyclopenta[d]pyrimidin-4-yl}(methyl)amino)-N-(6-methoxypyridazin-3-yl)acetamide